CC1(CCC1)CN1CCCCC1 N-((1-Methylcyclobutyl)methyl)piperidine